1-(3-chloro-4-(trifluoromethoxy)phenyl)-2-ethynyl-1H-benzo[d]imidazole-5-carboxylic acid ClC=1C=C(C=CC1OC(F)(F)F)N1C(=NC2=C1C=CC(=C2)C(=O)O)C#C